COC=1C=C2CCN(C(C2=C(C1)OC=C1CC=C(C=C1)C1=CC(=CC=C1)C(=O)O)=O)CC1=CC(=CC=C1)C(F)(F)F 4'-[6-methoxy-1-oxo-2-(3-trifluoromethyl-benzyl)-1,2,3,4-tetrahydroisoquinoline-8-oxy-methylene]-[1,1'-biphenyl]-3-carboxylic acid